α-methyl-γ-thionobutyrolactone CC1C(=S)OCC1